2-(4-bromophenyl)indole BrC1=CC=C(C=C1)C=1NC2=CC=CC=C2C1